(2-bromo-5-cyano-4-(piperazin-1-yl)phenyl)acetamide BrC1=C(C=C(C(=C1)N1CCNCC1)C#N)CC(=O)N